pyrido[3,2-h]quinoline N1=CC=CC=2C=CC=3C=CC=NC3C21